C(#N)C=1C(=C(C=CC1)C1=NN2C(N=C(C=C2O)C(=O)OCC)=C1)C ethyl 2-(3-cyano-2-methyl-phenyl)-7-hydroxy-pyrazolo[1,5-a]pyrimidine-5-carboxylate